C1(CC1)C(C)OC1=C(N=C2N1C=C(C=C2)C(=O)NC2=NC(=CC=C2)C(F)F)C21COC(C2)(C1)C (1-cyclopropylethoxy)-N-(6-(difluoromethyl)pyridin-2-yl)-2-(1-methyl-2-oxabicyclo[2.1.1]hexan-4-yl)imidazo[1,2-a]pyridine-6-carboxamide